C(C)(C)(C)OC(=O)NC[C@H](C(=O)O)C(C)C (2R)-2-{[(tert-butoxycarbonyl)amino]methyl}-3-methylbutanoic acid